C(C)OC(=O)C1CN(CC12CN(C2)C(=O)C2C(C2)(C)C)C(=O)OC(C)(C)C 2-(2,2-dimethylcyclopropane-1-carbonyl)-2,6-diazaspiro[3.4]Octane-6,8-dicarboxylic acid 6-(t-butyl) 8-ethyl ester